FC1=C(C=C(C=C1C)C1=C(C=C(C=C1C)F)C)[C@H](CC(=O)O)NC([C@H](CC(C)C)N1C(N=C(C(=C1)CCN(C)C)C)=O)=O (S)-3-(4,4'-difluoro-2',5,6'-trimethyl-[1,1'-biphenyl]-3-yl)-3-((S)-2-(5-(2-(dimethylamino)ethyl)-4-methyl-2-oxopyrimidin-1(2H)-yl)-4-methylpentanamido)propanoic acid